(5-(2,6-Dioxopiperidin-3-yl)-6-oxo-5,6-dihydro-4H-thieno[2,3-c]pyrrol-2-yl)boronic acid O=C1NC(CCC1N1C(C2=C(C1)C=C(S2)B(O)O)=O)=O